(4-(cyanomethyl)phenyl)boronic acid pinacol ester C(#N)CC1=CC=C(C=C1)B1OC(C)(C)C(C)(C)O1